OCCN(CCCS(=O)(=O)O)CCO 3-[bis(2-hydroxyethyl)amino]-1-propanesulfonic acid